C(C)(C)(C)OC(=O)N1CC(C1)OC=1C=CC(=C2C=C(N=CC12)Cl)C(C)(C)O 3-((3-chloro-5-(2-hydroxy-propan-2-yl)isoquinolin-8-yl)oxy)azetidine-1-carboxylic acid tert-butyl ester